rac-7-bromo-4-((1-methylpiperidin-4-yl)oxy)-2-((1S*,2S*)-2-(4-methylpyrimidin-2-yl)cyclopropyl)quinoline BrC1=CC=C2C(=CC(=NC2=C1)[C@@H]1[C@H](C1)C1=NC=CC(=N1)C)OC1CCN(CC1)C |r|